BrC1=CC=C(C(=N1)NC(=O)[C@H]1NC[C@@H](C1)F)OC (2S,4R)-N-(6-bromo-3-methoxypyridin-2-yl)-4-fluoropyrrolidine-2-carboxamide